3-methyl-1-(3-methyl-6-(4-(methylsulfonyl)phenyl)-4-(trifluoromethyl)-1H-pyrazolo[3,4-b]pyridin-1-yl)butan-1-one CC(CC(=O)N1N=C(C=2C1=NC(=CC2C(F)(F)F)C2=CC=C(C=C2)S(=O)(=O)C)C)C